methyl p-fluorobenzoylacetate COC(=O)CC(=O)C1=CC=C(C=C1)F